C(OCCCCCCN1CCN(CC1)C1=C(C=C(C=C1F)NC1C(NC(CC1)=O)=O)F)(OC1=CC=C(C=C1)[N+](=O)[O-])=O 6-(4-(4-((2,6-dioxopiperidin-3-yl)amino)-2,6-difluorophenyl)piperazin-1-yl)hexyl (4-nitrophenyl) carbonate